2-(4-bromo-2-fluorophenyl)pyrrolidine-1-carboxylic acid tert-butyl ester C(C)(C)(C)OC(=O)N1C(CCC1)C1=C(C=C(C=C1)Br)F